3-chloro-5,7-difluoro-isoquinolin-8-ol ClC=1N=CC2=C(C(=CC(=C2C1)F)F)O